ClC=1C(=NC(=NC1)N[C@H]1[C@@H]([C@@H]2CC[C@H](C1)O2)O)C=2C=C1C=C(C=NC1=C(C2)F)C(C)(C)O (1S,2S,3R,5R)-3-((5-chloro-4-(8-fluoro-3-(2-hydroxypropan-2-yl)quinolin-6-yl)pyrimidin-2-yl)amino)-8-oxabicyclo[3.2.1]octan-2-ol